N-[(2S,3R,4S)-2-[(3'-chloro-2,2'-difluoro[1,1'-biphenyl]-3-yl)methyl]-4-fluoro-1-(2-hydroxy-2-methylpropanoyl)pyrrolidin-3-yl]ethanesulfonamide ClC=1C(=C(C=CC1)C1=C(C(=CC=C1)C[C@@H]1N(C[C@@H]([C@@H]1NS(=O)(=O)CC)F)C(C(C)(C)O)=O)F)F